1-(3-fluoro-2-methylphenyl)ethan-1-ol FC=1C(=C(C=CC1)C(C)O)C